4-phenyl-1-(((S)-7-((R)-2-phenylpiperazine-1-carbonyl)-7-azaspiro[4.5]dec-10-yl)methyl)pyridin-2(1H)-one C1(=CC=CC=C1)C1=CC(N(C=C1)C[C@H]1CCN(CC12CCCC2)C(=O)N2[C@@H](CNCC2)C2=CC=CC=C2)=O